CNC1=NC=CC=C1N1CN=C(C2=CC=CC=C12)N (R)-1-(2-(methylamino)pyridin-3-yl)quinazolin-4-amine